N,N'-dimethylethane-1,2-diamine CNCCNC